5-ethoxycarbonyl-4-fluoro-1-methyl-1H-pyrrole C(C)OC(=O)C1=C(C=CN1C)F